mentholacetate C1(CC(C(CC1)C(C)C)O)(C)CC(=O)[O-]